O=C([C@H](O)[C@H](O)[C@H](O)CO)[O-].[Na+] sodium ribonate